(R)-2-methyl-2-(3-(3-methyl-1H-pyrazol-5-yl)-5-(3-methylmorpholino)isothiazolo[4,5-b]pyridin-7-yl)propanenitrile CC(C#N)(C)C1=C2C(=NC(=C1)N1[C@@H](COCC1)C)C(=NS2)C2=CC(=NN2)C